COC1=NC=CC=C1N 2-methoxy-3-aminopyridine